C(#N)C1=CC(=C(COC=2C=C(C=C(C2F)F)C2=CCN(CC2)CC2=NC3=C(N2C[C@H]2OCC2)C=C(C=C3)C(=O)O)C=C1)F (S)-2-((4-(3-(4-cyano-2-fluorobenzyloxy)-4,5-difluorophenyl)-5,6-dihydropyridin-1(2H)-yl)methyl)-1-(oxetan-2-ylmethyl)-1H-benzo[d]imidazole-6-carboxylic acid